FC(OC1=NC=C(C(=N1)OC)[N+](=O)[O-])F (difluoromethoxy)-4-methoxy-5-nitropyrimidine